2-(1,1-dioxo-1λ6-thietan-3-yl)-N-methylacetamide O=S1(CC(C1)CC(=O)NC)=O